FC1=C(C=C(C(=C1)F)F)[Mg]Br 2,4,5-trifluorophenyl-magnesium bromide